3,4-Dimethylisothiazol-5-amine CC1=NSC(=C1C)N